C1(CCCC1)NC1=NC=CC(=N1)O[C@@H]1CN(CC1)CC(=O)NC=1C=CC=C2C(=CNC12)C1=NC(=NC=C1C)NC1=NN(C(=C1)C)C (S)-2-(3-((2-(cyclopentylamino)pyrimidin-4-yl)oxy)pyrrolidin-1-yl)-N-(3-(2-((1,5-dimethyl-1H-pyrazol-3-yl)amino)-5-methylpyrimidin-4-yl)-1H-indol-7-yl)acetamide